CN(C)CCCN(C(CO)CO)CCCN(C)C N,N-bis(dimethylaminopropyl)-2-aminopropane-1,3-diol